C[C@@H]1N(C2=CC=CC=C2[C@@H](C1)NC1=CC=C(C=C1)NC(=O)NCC(=O)OCC)C(CC)=O ethyl ((4-(((2S,4R)-2-methyl-1-propionyl-1,2,3,4-tetrahydroquinolin-4-yl)amino)phenyl)carbamoyl)glycinate